6-chloro-2-(3-(1,1-difluoro-2-methoxyethyl)-1H-1,2,4-triazol-5-yl)-5-methoxy-3-(1H-pyrazol-4-yl)-1H-pyrrolo[3,2-b]pyridine ClC=1C=C2C(=NC1OC)C(=C(N2)C2=NC(=NN2)C(COC)(F)F)C=2C=NNC2